N-(2-amino-4-chlorophenyl)methanesulfonamide NC1=C(C=CC(=C1)Cl)NS(=O)(=O)C